N-methyl-2-((1-((1-oxo-2,5,8,11-tetraoxadodec-1-yl)-L-valyl)-3-((1E)-2-(2-pyridinyl)ethenyl)-1H-indazol-6-yl)thio)benzamide CNC(C1=C(C=CC=C1)SC1=CC=C2C(=NN(C2=C1)C([C@@H](NC(OCCOCCOCCOC)=O)C(C)C)=O)\C=C\C1=NC=CC=C1)=O